bis(2-hexyloxyethyl) glutarate C(CCCC(=O)OCCOCCCCCC)(=O)OCCOCCCCCC